7-Bromo-N-[5-(2,2-difluoroethyl)-4,6-dimethoxy-pyrimidin-2-yl]-1H-indole-3-sulfonamide BrC=1C=CC=C2C(=CNC12)S(=O)(=O)NC1=NC(=C(C(=N1)OC)CC(F)F)OC